C[Si]([Si](C)(N(C)C)N(C)C)(N(C)C)N(C)C 1,2-dimethyl-tetrakis(dimethylamino)disilane